N-(2-cyclopropyl-3-(2,6-difluorophenyl)propyl)-1-methyl-5-oxo-4,5-dihydro-1H-1,2,4-triazole-3-carboxamide C1(CC1)C(CNC(=O)C1=NN(C(N1)=O)C)CC1=C(C=CC=C1F)F